4-vinylphenethyl ether C(=C)C1=CC=C(CCOCCC2=CC=C(C=C2)C=C)C=C1